ClC1=NC(=NC(=C1)Cl)C=1C=NN(C1)CC(C)(O)C 1-(4-(4,6-dichloropyrimidin-2-yl)-1H-pyrazol-1-yl)-2-methylpropan-2-ol